ClC1=C(C=CC(=C1)F)C1=CNC(C2=CC(=CC=C12)O[C@@H](C(=O)N1C[C@@H](O[C@H](C1)C)C)C)=O 4-(2-chloro-4-fluorophenyl)-7-(((2R)-1-(trans-2,6-dimethylmorpholino)-1-oxopropan-2-yl)oxy)isoquinolin-1(2H)-one